[Na+].[Na+].N(=C=S)C1(CC(C(C=C1)C=CC1=CC=CC=C1)(S(=O)(=O)[O-])S(=O)(=O)[O-])N=C=S 4,4-Diisothiocyanatostilbene-2,2-disulfonic acid disodium salt